COC(=O)C1=CC(=NC2=C(C=CC(=C12)OCC1=CC=CC=C1)CC)C=1SC2=C(C1C)C=CC=C2 5-(benzyloxy)-8-ethyl-2-(3-methyl-1-benzothien-2-yl)quinoline-4-carboxylic acid methyl ester